Cl.N[C@@H](COC1=C(C2=CC=CC=C2C=C1)C(=O)N[C@@H](CC(=O)OCC=C)C(=O)NCCC1=CC2=C(OCO2)C=C1)CC1=CC=CC=C1 allyl (S)-3-(2-((R)-2-amino-3-phenylpropoxy)-1-naphthamido)-4-((2-(benzo[d][1,3]dioxol-5-yl)ethyl)amino)-4-oxobutanoate hydrochloride